3-(3-methyl-oxetan-3-yl)-propionamide CC1(COC1)CCC(=O)N